C(C#C)NC(C(=C)C)=O N-(prop-2-yn-1-yl)methylacrylamide